ClC=1C=C2C=NC(=NC2=CC1[C@H]1CN(C[C@@H]1F)C1COC1)NC=1C=NN(C1Cl)C1CC1 |o1:11,15| (3S,4R) or (3R,4S)-6-chloro-N-(5-chloro-1-cyclopropyl-1H-pyrazol-4-yl)-7-[4-fluoro-1-(oxetan-3-yl)pyrrolidin-3-yl]quinazolin-2-amine